2-(((2R,6S)-2,6-dimethylmorpholino)methyl)oxazole-5-carbaldehyde C[C@H]1O[C@H](CN(C1)CC=1OC(=CN1)C=O)C